2,6,2',6'-tetramethyl-3,3'-biphenyl CC1=CC(=CC=C1C=1C(=CC(=CC1)C)C)C